CN(CCC1=C(C=CC(=C1)C)S(=O)(=O)N)CCC1=C(C=CC(=C1)C)S(=O)(=O)N N'-((methylazanediyl)bis(ethane-2,1-diyl))bis(4-methylbenzenesulfonamide)